4-(6-chloropyrido[3,2-d]pyrimidin-4-yl)-1-(2-fluorophenyl)piperazin-2-one ClC=1C=CC=2N=CN=C(C2N1)N1CC(N(CC1)C1=C(C=CC=C1)F)=O